5,5'-((4R,4R)-oxybis(1,2-oxaborole-2,4-diyl))bis(3-(4-methoxy-3-propoxyphenyl)pyridine) O(B1OC=C(C1)C=1C=C(C=NC1)C1=CC(=C(C=C1)OC)OCCC)B1OC=C(C1)C=1C=C(C=NC1)C1=CC(=C(C=C1)OC)OCCC